OC(CC=O)(C)C 3-hydroxyl-3-methylbutan-1-one